O1C(=CC=C1)C=1C=CC(=C(C1)NC1=NC=NC2=CC(=C(C=C12)O[C@@H]1[C@@H](CN(CC1)C(C=C)=O)C)OC)OC 1-((3R,4S)-4-((4-((5-(furan-2-yl)-2-methoxyphenyl)amino)-7-methoxy-quinazolin-6-yl)oxy)-3-methylpiperidin-1-yl)prop-2-en-1-one